CC1(CN(CCC1)C1=NC2=C(C=C(C=C2C(N1C)=O)C)C(C)NC1=C(C(=O)O)C=CC=C1)C 2-((1-(2-(3,3-dimethylpiperidin-1-yl)-3,6-dimethyl-4-oxo-3,4-dihydroquinazolin-8-yl)ethyl)amino)benzoic acid